N(=C=O)C1=C(C=CC=C1)N(C1=CC2=CC=CC=C2C=C1)C N-(2-isocyanatophenyl)-N-methylnaphthalen-2-amine